2,4-dichloro-6-methylimidazo[1,5-a]pyrimidineid Tetrahydrofuran-3,4-diyldipropionate O1CC(C(C1)CCC(=O)[O-])CCC(=O)[O-].Cl[C-]1NC=2N(C(=C1)Cl)C(=NC2)C